benzyl (2r,3s)-3-methyl-1-oxo-2-(trifluoromethyl)-8-azaspiro[4.5]decane-8-carboxylate C[C@@H]1[C@H](C(C2(C1)CCN(CC2)C(=O)OCC2=CC=CC=C2)=O)C(F)(F)F